FC1=C(C=CC=C1)SC=1C=C2CCC[C@H](C2=CC1)CNC=1C=NC=CC1C(=O)O 3-({[(1R)-6-[(2-fluorophenyl)thio]-1,2,3,4-tetrahydronaphthalen-1-yl]methyl}amino)pyridine-4-carboxylic acid